C(C)(=O)O[C@@H](COC1=CC=C(C=C1)S(=O)(=O)C1=CC(=C(C(=C1)Cl)OC[C@H](CCl)OC(C)=O)Cl)COC (R)-1-(4-((4-((R)-2-acetoxy-3-chloropropoxy)-3,5-dichlorophenyl)sulfonyl) phenoxy)-3-methoxypropan-2-yl acetate